3-{2,7-dichloro-8-fluoropyrido[4,3-d]pyrimidin-4-yl}-3,8-diazabicyclo[3.2.1]octane-8-carboxylic acid tert-butyl ester C(C)(C)(C)OC(=O)N1C2CN(CC1CC2)C=2C1=C(N=C(N2)Cl)C(=C(N=C1)Cl)F